[C@@H]12N(C[C@@H](NC1)C2)C=2C=CC=1N=CN=C(C1N2)NC=2C=NC=C(C2F)Cl 6-((1S,4S)-2,5-diazabicyclo[2.2.1]heptan-2-yl)-N-(5-chloro-4-fluoropyridin-3-yl)pyrido[3,2-d]pyrimidin-4-amine